C(C)(C)(C)OC(=O)N1CC=2C(CC1)=NN(C2)C2=CC=CC(=N2)C(=O)O 6-{5-[(tert-butoxy)carbonyl]-2H,4H,5H,6H,7H-pyrazolo[4,3-c]pyridin-2-yl}pyridine-2-carboxylic acid